C(\C=C\C(=O)O)(=O)O.FC1=C(C=CC(=C1)F)S(=O)(=O)NC=1C(=NC=C(C1)C=1C=C2C(=NC=NC2=CC1)N1CCN(CC1)C(\C=C\C(C)=O)=O)OC (E)-2,4-difluoro-N-(2-methoxy-5-(4-(4-(4-oxopent-2-enoyl)piperazin-1-yl)quinazolin-6-yl)pyridin-3-yl)benzenesulfonamide fumarate